6-Amino-5-bromo-2,4-dimethylnicotinonitrile NC1=NC(=C(C#N)C(=C1Br)C)C